CN1N=CC(=C1)C=1C=CC=2N(C1)C(=NN2)N2CCN(CC2)C(=O)OC(C)(C)C tert-butyl 4-[6-(1-methyl-1H-pyrazol-4-yl)[1,2,4]triazolo[4,3-a]pyridin-3-yl]piperazine-1-carboxylate